(1R,5S) or (1S,5R)-3-(8-cyanoquinolin-5-yl)-N-(trans-4-morpholinylcyclohexyl)-5-(trifluoromethyl)-3-azabicyclo[3.1.0]hexane-1-carboxamide C(#N)C=1C=CC(=C2C=CC=NC12)N1C[C@]2(C[C@]2(C1)C(F)(F)F)C(=O)N[C@@H]1CC[C@H](CC1)N1CCOCC1 |o1:14,16|